3-methoxy-N-(2-methoxy-ethyl)-4-((7-methylquinolin-4-yl)-amino)benzamide COC=1C=C(C(=O)NCCOC)C=CC1NC1=CC=NC2=CC(=CC=C12)C